1-(5-bromo-2-methylphenyl)-4-((3,5-difluoropyridin-2-yl)methoxy)-6-methylpyridin-2(1H)-one BrC=1C=CC(=C(C1)N1C(C=C(C=C1C)OCC1=NC=C(C=C1F)F)=O)C